F[C@H]1CN(CC[C@@H]1NC=1C=2C=C(N(C2C=CC1)CC(F)(F)F)C#CCNC1=C(C=C(C=C1)S(=O)(=O)C)OC)C N-[(3S,4S)-3-fluoro-1-methylpiperidin-4-yl]-2-{3-[(4-methanesulfonyl-2-methoxyphenyl)amino]prop-1-yn-1-yl}-1-(2,2,2-trifluoroethyl)-1H-indol-4-amine